[N-](S(=O)(=O)C(F)(F)F)S(=O)(=O)C(F)(F)F.[Mg+2].[N-](S(=O)(=O)C(F)(F)F)S(=O)(=O)C(F)(F)F magnesium bis(trifluoromethanesulfonyl)imide salt